ClC1=C(CNC(=O)[C@]2(C=3C=CC=NC3[C@H](CC2)O)F)C=C(C=C1)Cl (5S,8S)-N-(2,5-dichlorobenzyl)-5-fluoro-8-hydroxy-5,6,7,8-tetrahydroquinoline-5-carboxamide